N-(1-Cyanocyclopropyl)-9-(5-(difluoromethyl)-1,3,4-thiadiazol-2-yl)-4-(4-hydroxypiperidin-1-yl)-9H-pyrimido[4,5-b]indole-7-sulfonamide C(#N)C1(CC1)NS(=O)(=O)C1=CC=C2C3=C(N(C2=C1)C=1SC(=NN1)C(F)F)N=CN=C3N3CCC(CC3)O